4-(5-(2,6-dimethylphenoxy)-1-methyl-2-oxo-1,2-dihydropyridin-4-yl)-6-methyl-2-(1-(2,2,2-trifluoroethyl)-1H-pyrazol-4-yl)-1,6-dihydro-7H-pyrrolo[2,3-c]pyridin-7-one CC1=C(OC=2C(=CC(N(C2)C)=O)C=2C3=C(C(N(C2)C)=O)NC(=C3)C=3C=NN(C3)CC(F)(F)F)C(=CC=C1)C